C1N(CCC2=CC=CC=C12)C[C@H](CN1C(C2=CC=C(C=C2CC1)N1CCC(CC1)N(C(C)=O)C)=O)O N-[1-[2-[(2R)-3-(3,4-dihydro-1H-isoquinolin-2-yl)-2-hydroxy-propyl]-1-oxo-3,4-dihydroisoquinolin-6-yl]-4-piperidinyl]-N-methyl-acetamide